BrCC(=O)C=1C=C2CCCC2=CC1 2-bromo-1-indan-5-yl-ethanone